C(OC(C)(C)C(C)(C)C)([O-])=O t-butylisopropyl monocarbonate